1,3,5-tri-(4-formylphenyl)benzene C(=O)C1=CC=C(C=C1)C1=CC(=CC(=C1)C1=CC=C(C=C1)C=O)C1=CC=C(C=C1)C=O